C1(CC1)C#CC(=O)NN1C(N(C2=CC=C(C=C2C1=O)S(NC1(CC1)C)(=O)=O)CC1(CC1)C)=O 3-cyclopropyl-N-(1-((1-methylcyclopropyl)methyl)-6-(N-(1-methylcyclopropyl)sulfamoyl)-2,4-dioxo-1,4-dihydroquinazolin-3(2H)-yl)propiolamide